N-[6-[(4-ethyl-2-thiazolyl)thio]-1,3-dihydro-1-oxo-5-isobenzofuranyl]methanesulfonamide C(C)C=1N=C(SC1)SC1=C(C=C2COC(C2=C1)=O)NS(=O)(=O)C